7-(1-methylpiperidin-3-yl)-7H-pyrrolo[2,3-c]pyridazine CN1CC(CCC1)N1C=CC2=C1N=NC=C2